Ethyl (E)-3-(5-chloroquinolin-6-yl)acrylate ClC1=C2C=CC=NC2=CC=C1/C=C/C(=O)OCC